tert-butyl [(1R,3S,4R)-3-hydroxy-4-(hydroxymethyl)cyclopentyl]carbamate O[C@H]1C[C@@H](C[C@@H]1CO)NC(OC(C)(C)C)=O